C(C)OC(=O)C1C(CCC1)=O 2-(ethoxycarbonyl)cyclopentanone